3-[(benzo[1,3]dioxol-5-ylmethyl)-amino]-3-(3-methyl-oxetan-3-yl)-propionitrile O1COC2=C1C=CC(=C2)CNC(CC#N)C2(COC2)C